O1N=C(C=2C=NC=CC21)O [1,2]oxazolo[4,5-c]pyridin-3-ol